((1r,3r)-3-(4-(8-chloro-7-((2-methyl-1H-benzo[d]imidazol-6-yl)oxy)quinoxalin-2-yl)-1H-pyrazol-1-yl)cyclobutyl)morpholine ClC=1C(=CC=C2N=CC(=NC12)C=1C=NN(C1)C1CC(C1)N1CCOCC1)OC=1C=CC2=C(NC(=N2)C)C1